FC1=C(C=C(C(=C1)C(NC1=C(C(=NC=C1C)OC)C)=O)O[C@H](C(F)(F)F)C)NC(=O)N1[C@H](CCC1)CO (R)-N-(2-fluoro-4-((2-methoxy-3,5-dimethylpyridin-4-yl)carbamoyl)-5-(((S)-1,1,1-trifluoropropan-2-yl)oxy)phenyl)-2-(hydroxymethyl)pyrrolidine-1-carboxamide